BrC=1C=C(C=CC1)C1=NC=CC2=C1NC1=CC(=CC=C21)F 1-(3-bromophenyl)-7-fluoro-9H-pyrido[3,4-b]indole